C(N)(=O)CN(C=1C2=C(C(=NC1)OC)N=C(S2)NC(=O)C=2C=NN(C2)C)C 1-Methyl-1H-pyrazole-4-carboxylic acid [7-(carbamoyl-methyl-methyl-amino)-4-methoxy-thiazolo[4,5-c]pyridin-2-yl]-amide